2-bromo-3-(2-trimethylsilylethoxymethyl)-imidazole-4-carbaldehyde BrC1=NC=C(N1COCC[Si](C)(C)C)C=O